CN1C(C(=C(C=C1C1=CSC=C1)C1=CC=CC=C1)C#N)=O 1-methyl-2-Oxo-4-phenyl-6-(thiophen-3-yl)-1,2-dihydropyridine-3-carbonitrile